OCCC1=C(C(=O)N)C=CC(=C1)N1CCNCC1 (2-hydroxyethyl)-4-(piperazin-1-yl)benzamide